2-([1-[(2-Chlorophenyl)methyl]-5-(3-morpholinophenyl)1H-pyrazol-3-yl]methoxy)-2-methylpropanoic acid ClC1=C(C=CC=C1)CN1N=C(C=C1C1=CC(=CC=C1)N1CCOCC1)COC(C(=O)O)(C)C